3-(3-((4,4-dimethyl-1,1-dioxido-3,4-dihydro-2H-benzo[b][1,4,5]oxathiazepin-2-yl)methyl)-4-methylphenyl)-3-((1-ethyl-1H-1,2,3-triazol-4-yl)methoxy)-2,2-dimethylpropanoic acid CC1(CN(S(C2=C(O1)C=CC=C2)(=O)=O)CC=2C=C(C=CC2C)C(C(C(=O)O)(C)C)OCC=2N=NN(C2)CC)C